N-(3a,7a-Dihydroxy-4β-fluoro-6a-ethyl-5β-cholan-24-oyl)-3-trifluoromethylphenylsulfonamid O[C@H]1[C@@H]([C@H]2[C@H]([C@H]([C@H]3[C@@H]4CC[C@H]([C@@H](CCC(=O)NS(=O)(=O)C5=CC(=CC=C5)C(F)(F)F)C)[C@]4(CC[C@@H]3[C@]2(CC1)C)C)O)CC)F